(1R,3aS,6aR)-N-((R)-1-cyano-2-((S)-2-oxopiperidin-3-yl)ethyl)-2-(4-(difluoromethyl)-7-chloro-1H-indole-2-carbonyl)-5,5-difluorooctahydrocyclopenta[c]pyrrole-1-carboxamide C(#N)[C@@H](C[C@H]1C(NCCC1)=O)NC(=O)[C@@H]1N(C[C@@H]2[C@H]1CC(C2)(F)F)C(=O)C=2NC1=C(C=CC(=C1C2)C(F)F)Cl